BrC=1C=NC=2N(C1C)C(=CN2)C(=O)N2C[C@@H]([C@H](CC2)N2CC1=CC=CC=C1CC2)O (6-bromo-5-methylimidazo[1,2-a]pyrimidin-3-yl)[(3S,4S)-4-(3,4-dihydroisoquinolin-2(1H)-yl)-3-hydroxypiperidin-1-yl]methanone